(5-(3-cyano-6-(2-methylpyridin-4-yl)pyrazolo[1,5-a]pyridin-4-yl)pyridin-2-yl)piperazine C(#N)C=1C=NN2C1C(=CC(=C2)C2=CC(=NC=C2)C)C=2C=CC(=NC2)N2CCNCC2